ClC=1C=C(C=C(C1OC=1C=C2CCNC(C2=CC1)=O)Cl)NC(=O)C1=NOC(N1)=O N-(3,5-dichloro-4-((1-oxo-1,2,3,4-tetrahydroisoquinolin-6-yl)oxy)phenyl)-5-oxo-4,5-dihydro-1,2,4-oxadiazole-3-carboxamide